1-(5-tert-butyl-isoxazol-3-yl)-3-[4-(2-chlorobenzimidazol-1-yl)-phenyl]-urea C(C)(C)(C)C1=CC(=NO1)NC(=O)NC1=CC=C(C=C1)N1C(=NC2=C1C=CC=C2)Cl